C(C)(C)(C)OC(=O)N1C[C@@H]2C([C@@H]2C1)CN1C(=NC=C1)C (1r,5s,6s)-6-((2-methyl-1H-imidazol-1-yl)methyl)-3-azabicyclo[3.1.0]hexane-3-carboxylic acid tert-butyl ester